C(#N)C1=CC=C(C2=C1OCO2)C2C(=C(NC1=C(C=NC(=C21)OCC)C)C)C(=O)N 4-(7-cyanobenzo[d][1,3]dioxol-4-yl)-5-ethoxy-2,8-dimethyl-1,4-Dihydro-1,6-naphthyridine-3-carboxamide